C(#N)CC(C1CCCC1)N([C@@H](CC1=CC=CC=C1)C(=O)O)C(C)=O (S)-2-cyano-1-cyclopentylethyl-acetyl-L-phenylalanine